OC1=C(C(N(N=C1)C)=O)[N+](=O)[O-] 5-hydroxy-2-methyl-4-nitropyridazin-3(2H)-one